C(C)(C)(C)OC(=O)C1CC2C(C2C1)C(=O)C1=CC(=NC(=C1)Cl)Cl 6-(2,6-dichloropyridine-4-carbonyl)bicyclo[3.1.0]hexane-3-carboxylic acid tert-butyl ester